2-amino-N-methylpropionamide NC(C(=O)NC)C